BrC=1C=C(SC1)C=1N=C(SC1)NC 4-(4-bromothiophen-2-yl)-N-methylthiazol-2-amine